2-amino-N-(4-(1-ethyl-1H-imidazol-5-yl)pyridin-3-yl)-6-fluoropyrazolo[1,5-a]pyrimidine-3-carboxamide NC1=NN2C(N=CC(=C2)F)=C1C(=O)NC=1C=NC=CC1C1=CN=CN1CC